ClC=1C=C2C(=NC(=NC2=C(C1C1=CC(=CC2=CC=CC=C12)O)F)N1CC(C1)N(C)C)N1CC2(CN(C2)C(=O)OC(C)(C)C)C1 tert-Butyl (S or R)-6-(6-chloro-2-(3-(dimethylamino) azetidin-1-yl)-8-fluoro-7-(3-hydroxy-naphthalen-1-yl)quinazolin-4-yl)-2,6-diazaspiro[3.3]heptane-2-carboxylate